C(C=C)OC1=CC(=CC2=C1SC(=C2Br)C(F)(F)P(OCC)(OCC)=O)C(N)=O diethyl ((7-(allyloxy)-3-bromo-5-carbamoylbenzo[b]thiophen-2-yl)difluoromethyl)phosphonate